2-(3,5-dichloro-4-((5-cyclohexyl-6-oxo-1,6-dihydropyridazin-3-yl)oxy)phenyl)-6-(hydroxymethyl)-1,2,4-triazin-3,5(2H,4H)-dione ClC=1C=C(C=C(C1OC1=NNC(C(=C1)C1CCCCC1)=O)Cl)N1N=C(C(NC1=O)=O)CO